N-(2,4-difluoro-3-iodophenyl)-2,3-dihydro-1H-indene-5-sulfonamide FC1=C(C=CC(=C1I)F)NS(=O)(=O)C=1C=C2CCCC2=CC1